oxolan-3-yl carbonochloridate C(OC1COCC1)(=O)Cl